FC1=C(OC2=C(C=C(CN3C(NCC3=O)=O)C=C2)C=2C3=C(C(N(C2)C)=O)NC=C3)C=CC(=C1)F 3-(4-(2,4-difluorophenoxy)-3-(6-methyl-7-oxo-6,7-dihydro-1H-pyrrolo[2,3-C]pyridin-4-yl)benzyl)imidazoline-2,4-dione